C1(=CC=CC=C1)P(C1=C(C2=CC=CC=C2C=C1)C1=C(C=CC2=CC=CC=C12)P(C1=CC=CC=C1)C1=CC=CC=C1)C1=CC=CC=C1 (R)-(+)-2,2'-bis(Diphenylphosphino)-1,1'-binaphthalen